C1(CCC1)CNC1CN(CCC1)C1=NC=C(N=C1)CN1N=NC(=C1)C1=C2C=NNC2=CC(=C1)OC N-(cyclobutylmethyl)-1-(5-((4-(6-methoxy-1H-indazol-4-yl)-1H-1,2,3-triazol-1-yl)methyl)pyrazin-2-yl)piperidin-3-amine